1,4-dioxo-1,4-dihydronaphthalene O=C1C=CC(C2=CC=CC=C12)=O